ethyl (E)-3-(1,4-dioxaspiro[4.5]decan-8-yl)acrylate O1CCOC12CCC(CC2)/C=C/C(=O)OCC